C1NCCC2=C1C1=CC=C(C2)N1C(=O)N tetrahydro-5H-6,9-epiminocyclohepta[c]pyridine-10-carboxamide